indium gallium-arsenic [As].[Ga].[In]